FC1([C@]2(C([C@@](N(C1)CC2)(COC(C)C)CO)=O)C)F (1R,2S,4R)-5,5-difluoro-2-(hydroxymethyl)-2-(isopropoxy-methyl)-4-methyl-quinuclidin-3-one